4-{4-(trifluoromethyl)phenyl}-1,1,1-trifluoro-3-butyn-2-one FC(C1=CC=C(C=C1)C#CC(C(F)(F)F)=O)(F)F